(4,5,6,7-Tetrahydro-[1,2,3]triazolo[1,5-a]pyrazin-3-yl)methyl acetate C(C)(=O)OCC=1N=NN2C1CNCC2